(R,E)-N-(4-((4-([1,2,4]triazolo[1,5-a]pyridin-7-yloxy)-5-chloro-2-methoxyphenyl)amino)-7-methoxyquinazolin-6-yl)-2-fluoro-3-(1-methylpyrrolidin-2-yl)acrylamide N=1C=NN2C1C=C(C=C2)OC2=CC(=C(C=C2Cl)NC2=NC=NC1=CC(=C(C=C21)NC(/C(=C\[C@@H]2N(CCC2)C)/F)=O)OC)OC